1-octylnonyl 8-{[3-(tert-butoxycarbonylamino)propyl][2-hydroxy-5-(undecyloxycarbonyl) pentyl]amino}-7-hydroxyoctanoate C(C)(C)(C)OC(=O)NCCCN(CC(CCCCCC(=O)OC(CCCCCCCC)CCCCCCCC)O)CC(CCCC(=O)OCCCCCCCCCCC)O